FC1=CC(=CC2=C1N=C(S2)C2CCN1CCCC1C2)C=2C=CC=1N(N2)C=C(N1)C 6-[4-Fluoro-2-(octahydroindolizin-7-yl)-1,3-benzothiazol-6-yl]-2-methylimidazo[1,2-b]pyridazin